4-(3-methyl-1H-pyrazol-5-yl)piperidine hydrochloride Cl.CC1=NNC(=C1)C1CCNCC1